4-nitro-5-(2,3,5-trifluorophenyl)-3H-imidazole [N+](=O)([O-])C=1NC=NC1C1=C(C(=CC(=C1)F)F)F